2-[4-(4-chlorophenyl)-5-[2-(difluoromethyl)pyridin-4-yl]-1H-imidazol-1-yl]-1-{2,7-diazaspiro[3.5]nonan-7-yl}ethan-1-one ClC1=CC=C(C=C1)C=1N=CN(C1C1=CC(=NC=C1)C(F)F)CC(=O)N1CCC2(CNC2)CC1